methyl 2-chloro-4-((2-(methoxycarbonyl) phenyl) thio)-3-nitrobenzoate ClC1=C(C(=O)OC)C=CC(=C1[N+](=O)[O-])SC1=C(C=CC=C1)C(=O)OC